S(=O)(=O)(O)CCCOC(C(=C)C)=O Sulfopropylmethacrylat